silicon compound with oxygen [O].[Si]